4-methoxy-2-methyl-7H,8H-pyrido[2,3-d]pyrimidin-7-one COC=1C2=C(N=C(N1)C)NC(C=C2)=O